2-((4-chlorophenyl)thio)benzo[d]thiazole ClC1=CC=C(C=C1)SC=1SC2=C(N1)C=CC=C2